5-(1-piperazinylsulfonyl)-isoquinoline, dihydrochloride Cl.Cl.N1(CCNCC1)S(=O)(=O)C1=C2C=CN=CC2=CC=C1